COC(=O)N1C[C@]2(CC1)N(C(CN(C2=O)C2=C(C=C(C=C2)C#N)F)=O)CC2=CC=C(C=C2)C(F)(F)F (S)-9-(4-cyano-2-fluorophenyl)-7,10-dioxo-6-(4-(trifluoromethyl)benzyl)-2,6,9-triazaspiro[4.5]decane-2-carboxylic acid methyl ester